C(C)NC.[Ti+4] titanium (IV) ethyl-methyl-amine